tert-Butyl 2-[1-(6-methyl-4-oxo-2-pyrrolo[1,2-a]pyrazin-1-yl-chromen-8-yl)ethylamino]benzoate CC=1C=C2C(C=C(OC2=C(C1)C(C)NC1=C(C(=O)OC(C)(C)C)C=CC=C1)C=1C=2N(C=CN1)C=CC2)=O